trans-4-Hydroxy-N-(3-(1-isopropyl-1H-pyrazol-4-yl)phenyl)-N-((trans-4-(4-methoxy-3-methylphenyl)cyclohexyl)methyl)-cyclohexanecarboxamide O[C@@H]1CC[C@H](CC1)C(=O)N(C[C@@H]1CC[C@H](CC1)C1=CC(=C(C=C1)OC)C)C1=CC(=CC=C1)C=1C=NN(C1)C(C)C